N-(2-methyl-4-methylbenzyl)butanamide CC1=C(CNC(CCC)=O)C=CC(=C1)C